(3R)-3'-[(3-chloro-2-methoxyphenyl)amino]-2'-(3-fluoropyridin-4-yl)-N-methyl-4'-oxo-5',6'-dihydro-1'H-spiro[pyrrolidine-3,7'-pyrrolo[3,2-c]pyridine]-1-carboxamide ClC=1C(=C(C=CC1)NC1=C(NC2=C1C(NC[C@]21CN(CC1)C(=O)NC)=O)C1=C(C=NC=C1)F)OC